NC1=NC=2C=C(C(=CC2C2=C1C=NN2C)C(=O)N(C)CC2=CC=C(C=C2)C#C)C 4-amino-N-(4-ethynylbenzyl)-N,1,7-trimethyl-1H-pyrazolo[4,3-c]quinoline-8-carboxamide